FC(N1NC=C(C1)C(=O)N)(F)F 2-(trifluoromethyl)-1H-PYRAZOLE-4-CARBOXAMIDE